tert-butyl 2-[4-fluoro-1-oxo-6-(4,4,5,5-tetramethyl-1,3,2-dioxaborolan-2-yl)-2,3-dihydro-1H-isoindol-2-yl]acetate FC1=C2CN(C(C2=CC(=C1)B1OC(C(O1)(C)C)(C)C)=O)CC(=O)OC(C)(C)C